FC1=C(C(=O)OC)C=C(C(=C1)OC)C=O methyl 2-fluoro-5-formyl-4-methoxybenzoate